C(C)C=1C=C2CC(CC2=CC1CC)NC[C@H](O)C1=C2C=CCNC2=C(C=C1)OCC1=CC=CC=C1 (R)-5-[2-(5,6-diethyl-indan-2-ylamino)-1-hydroxyethyl]-8-benzyloxy-1H-quinoline